(R)-4-amino-1-(4-(2-methoxyphenyl)piperazin-1-yl)butan-2-ol NCC[C@H](CN1CCN(CC1)C1=C(C=CC=C1)OC)O